(3R)-1-(7-(8-ethyl-2-fluoro-3-hydroxynaphthalen-1-yl)-8-fluoro-2-(((2R,7aS)-2-fluorohexahydro-1H-pyrrolizin-7a-yl)methoxy)pyrido[4,3-d]pyrimidin-4-yl)-3-methylpiperidin-3-ol C(C)C=1C=CC=C2C=C(C(=C(C12)C1=C(C=2N=C(N=C(C2C=N1)N1C[C@@](CCC1)(O)C)OC[C@]12CCCN2C[C@@H](C1)F)F)F)O